4-(ethylamino)-6-methyl-5,6-dihydro-4H-thieno[2,3-b]thiopyran-2-sulfinamide 7-oxide C(C)NC1C2=C(S(C(C1)C)=O)SC(=C2)S(=O)N